ClC=1C=C(C=CC1F)NC(=O)NCC1=CN=C(C2=CC=CC=C12)OC 1-(3-Chloro-4-fluorophenyl)-3-((1-methoxyisoquinolin-4-yl)methyl)urea